O[C@H](C(=O)C1=CC=CC=C1)C (S)-2-hydroxy-1-phenyl-1-propanone